C(C1=CC=CC=C1)OC(=O)N1CC(N(CCC1)CC1=C2C=CN(C2=C(C=C1OC)C)C(=O)OC(C)(C)C)C1=CC=C(C=C1)C(=O)OC tert-butyl 4-((4-((benzyloxy)carbonyl)-2-(4-(methoxycarbonyl)phenyl)-1,4-diazepan-1-yl)methyl)-5-methoxy-7-methyl-1H-indole-1-carboxylate